CC1=CC=C(C=C1)S(=O)(=O)OC1=C(C=CC=C1C1=C(C=CC=2CCCCC12)C)OC (+)-(S)-2-Methoxy-6-(2-methyl-5,6,7,8-tetrahydronaphthalen-1-yl)phenyl 4-methylbenzenesulfonate